OCCOC=1C(=C(C2=C(C=CC=C2C1)C1=CC=CC2=CC=CC=C12)C1=CC=CC2=CC=CC(=C12)C1=CC=CC2=CC=CC=C12)OCCO bis(2-hydroxyethoxy)-8,8'-bis(1-naphthyl)-1,1'-binaphthyl